FC(C(=O)C1=C(C(=C(C(=C1F)F)F)F)F)(F)F 2,2,2-trifluoro-1-(2,3,4,5,6-pentafluorophenyl)ethan-1-one